8-cyclopentyl-6-(difluoromethyl)-2-((1-((4-(hydroxymethyl)phenyl)sulfonyl)piperidin-4-yl)amino)pyrido[2,3-d]pyrimidin-7(8H)-one C1(CCCC1)N1C(C(=CC2=C1N=C(N=C2)NC2CCN(CC2)S(=O)(=O)C2=CC=C(C=C2)CO)C(F)F)=O